FC1=C(C=CC(=C1)F)C1=NC(=C(C2=C1N=C(N(C2=O)C)C(F)(F)F)F)N2C[C@@H](OCC2)C2=CC(=NC=C2)C (S)-8-(2,4-difluorophenyl)-5-fluoro-3-methyl-6-(2-(2-methylpyridin-4-yl)morpholino)-2-(trifluoromethyl)pyrido[3,4-d]pyrimidin-4(3H)-one